ClC1=NC(=NC(=N1)C1=CC=C(C=C1)C(C)(C)C)C1=CC=C(C=C1)C(C)(C)C 2-chloro-4,6-bis(4-tert-butylphenyl)-1,3,5-triazine